C1=C(N=C(S1)N)C=C(Cl)Cl 6-thio-2-deoxyguanosine